5-chloro-(benzoxazole) ClC=1C=CC2=C(N=CO2)C1